tert-butyl 4-(3-methyl-2-oxo-2,3-dihydro-1H-benzo[d]imidazol-5-yl)piperazine-1-carboxylate CN1C(NC2=C1C=C(C=C2)N2CCN(CC2)C(=O)OC(C)(C)C)=O